4-{[(1S)-2-hydroxy-1-phenylethyl]amino}-2-{[3-methyl-4-(methylsulfonyl)phenyl]amino}-pyrimidine-5-carboxylic acid OC[C@H](C1=CC=CC=C1)NC1=NC(=NC=C1C(=O)O)NC1=CC(=C(C=C1)S(=O)(=O)C)C